2,3,4,9-tetrahydro-10H-pyrano[2,3-f]quinazolin-10-one O1CCCC=2C1=C1C(NC=NC1=CC2)=O